C(C)(=O)N1CCC(CC1)NC1=CC(=NC(=N1)C#C)C(=O)O 6-((1-acetylpiperidin-4-yl)amino)-2-ethynyl-pyrimidine-4-carboxylic acid